ClC1=CC=C2C3(C(N(C2=C1)C1=CSC=C1)=O)CC1=CC=C(C=C1C3)C(=O)O 6'-chloro-2'-oxo-1'-(thiophen-3-yl)-1,3-dihydrospiro[indene-2,3'-indoline]-5-carboxylic acid